ClC=1C=C(C=C(C1OC=1C=C2C(=CN1)N(C=C2C(C)C)S(=O)(=O)CC2=CC=CC=C2)Cl)N2N=C(C(NC2=O)=O)C#N 2-(3,5-dichloro-4-((3-isopropyl-1-toluenesulfonyl-1H-pyrrolo[2,3-c]pyridin-5-yl)oxy)phenyl)-3,5-dioxo-2,3,4,5-tetrahydro-1,2,4-triazine-6-carbonitrile